NC1=C2C(=NC=N1)N(N=C2C=2NC1=CC(=CC=C1C2Cl)C(=O)NC)CCO 2-[4-amino-1-(2-hydroxyethyl)pyrazolo[3,4-d]pyrimidin-3-yl]-3-chloro-N-methyl-1H-indole-6-carboxamide